C1(CCC1)CN1C(N(CC12CCC(CC2)(C2=CC=CC=C2)N(C)C)CC(=O)O)=O CIS-2-[1-(Cyclobutyl-methyl)-8-dimethylamino-2-oxo-8-phenyl-1,3-diazaspiro[4.5]decan-3-yl]-acetic acid